[Na+].C(CCCCCCCCCCC)C=1C=C(C=CC1)S(=O)(=O)[O-] 3-dodecylbenzenesulfonic acid sodium salt